C1(=CC=CC=C1)P(OCC)(OC1=CC=C(C=C1)[N+](=O)[O-])=S O-ethyl O-4-nitrophenyl Phenylphosphonothioate